O-{1,1,1-Trifluoro-2-methylpropan-2-yl}-Z-serine FC(C(C)(C)OC[C@H](N)C(=O)O)(F)F